N1(CCC1)S(=O)(=O)C1CCN(CC1)C1=C(C=NC=C1)N 4-(4-(azetidin-1-ylsulfonyl)piperidin-1-yl)pyridin-3-amine